FC(CN1N=NC2=C1C=C(C=C2)C=2C=CN1N=C(N=C(C12)OC)NC1CCN(CC1)C1COC1)F 5-(1-(2,2-Difluoroethyl)-1H-benzo[d][1,2,3]triazol-6-yl)-4-methoxy-N-(1-(oxetan-3-yl)piperidin-4-yl)pyrrolo[2,1-f][1,2,4]triazin-2-amine